BrC1=C(C(NC2=CC=CC=C12)=O)C1=CC=CC=C1 bromophenyl-quinolinone